N-(3,5-Dimethoxyphenyl)-2-ethynyl-N-[1-[6-[(4R,5S)-5-methyl-2-oxo-imidazolidin-4-yl]hexanoyl]pyrrolidin-3-yl]thiazole-4-carboxamide COC=1C=C(C=C(C1)OC)N(C(=O)C=1N=C(SC1)C#C)C1CN(CC1)C(CCCCC[C@H]1NC(N[C@H]1C)=O)=O